1-(4-amino-5-fluoro-2-hydroxy-3-nitrophenyl)-3-(4-methoxyphenyl)prop-2-en-1-one NC1=C(C(=C(C=C1F)C(C=CC1=CC=C(C=C1)OC)=O)O)[N+](=O)[O-]